(1-((4-(cyclopropylamino)-3,4-dioxo-1-(2-oxopyrrolidin-3-yl)butan-2-yl)amino)-4-methyl-1-oxopentan-2-yl)carbamic acid 1,2-bis(3-chlorophenyl)-2-methylpropyl ester ClC=1C=C(C=CC1)C(C(C)(C)C1=CC(=CC=C1)Cl)OC(NC(C(=O)NC(CC1C(NCC1)=O)C(C(=O)NC1CC1)=O)CC(C)C)=O